(S)-2-((6-chloro-3,5-dicyano-4-ethylpyridin-2-yl)thio)-2-phenylacetamide ClC1=C(C(=C(C(=N1)S[C@H](C(=O)N)C1=CC=CC=C1)C#N)CC)C#N